CC1NCC2N(C1=O)CCC2 3-methyl-hexahydro-1H-pyrrolo[1,2-a]Pyrazin-4-one